dimethylsilyl-bis(2-methyl-indenyl)hafnium C[SiH](C)[Hf](C1C(=CC2=CC=CC=C12)C)C1C(=CC2=CC=CC=C12)C